tert-Butyl-N-tert-butoxycarbonyl-N-[[4-(hydroxymethyl)-3-methyl-7-[4-(trifluoromethoxy)-phenyl]-benzimidazol-5-yl]methyl]-carbamate C(C)(C)(C)OC(N(CC1=C(C2=C(N=CN2C)C(=C1)C1=CC=C(C=C1)OC(F)(F)F)CO)C(=O)OC(C)(C)C)=O